OC=1C=C(C=CC1O)/C=C/C(=O)OCCCCC1=CC=CC=C1 (E)-4-phenylbutyl 3-(3,4-dihydroxyphenyl)acrylate